C(C=C)(=O)O.C(C=C)(=O)O.OCC(O)CO Glycerin diacrylate